6-benzoimidazolone N1=CN=C2C1=CC(C=C2)=O